(3R,4R)-2,5-dioxotetrahydrofuran-3,4-diyl bis(2,2,2-trifluoroacetate) FC(C(=O)O[C@H]1C(OC([C@@H]1OC(C(F)(F)F)=O)=O)=O)(F)F